BrC=1C=C(SC1)C(C)N 1-(4-bromothiophen-2-yl)ethanamine